5-(p-methoxyphenylseleno)-1-methanesulfonylindoline COC1=CC=C(C=C1)[Se]C=1C=C2CCN(C2=CC1)S(=O)(=O)C